3-amino-4-(7-fluoro-1H-indazol-4-yl)-6-(3,3,3-trifluoropropyl)-1H-1,7-phenanthrolin-2-one NC=1C(NC2=C3C=CC=NC3=C(C=C2C1C1=C2C=NNC2=C(C=C1)F)CCC(F)(F)F)=O